NCC=1C=C(CNCCNCC2=CC=CC=C2)C=CC1 N-(3-(aminomethyl)benzyl)-N'-benzylethane-1,2-diamine